6-((2-butyloctanoyl)oxy)hexanoic acid C(CCC)C(C(=O)OCCCCCC(=O)O)CCCCCC